C1(OC(C(F)O1)F)=O difluoroethylene carbonate